C(C=C)(=O)OCC(C(C)OCCC[Si](O[Si](O[Si](CC)(CC)C)(CC)CC)(CC)CC)O 3-[3-(5-methyl-1,1,3,3,5,5-hexaethyl-1-trisiloxanyl)propoxyl]-2-hydroxylbutyl acrylate